7-(2,2,3,3,3-penta-fluoropropyl)-7,9-dihydro-1H-purine-6,8-dione FC(CN1C(NC=2N=CNC(C12)=O)=O)(C(F)(F)F)F